FC(C=1C=C(C=CC1)C(C)O)(F)F 3-trifluoromethylphenyl-ethanol